sodium tetramethylborohydride C[B-](C)(C)C.[Na+]